C1=C(C=CC2=CC=CC=C12)OCC(C)O 1-(naphthalen-2-yloxy)propan-2-ol